1-(2-cyclopropyl-6-methylphenyl)-6-fluoro-7-(2-fluorophenyl)-4-((2S)-2-methyl-4-(2-propenoyl)-1-piperazinyl)pyrido[2,3-d]pyrimidin-2(1H)-one C1(CC1)C1=C(C(=CC=C1)C)N1C(N=C(C2=C1N=C(C(=C2)F)C2=C(C=CC=C2)F)N2[C@H](CN(CC2)C(C=C)=O)C)=O